2-((1R,3R,4R,6S)-4-aminobicyclo[4.1.0]heptan-3-yl)-3-bromo-5-chloro-N-(thiophen-2-ylmethyl)thieno[3,2-b]pyridin-7-amine N[C@H]1[C@@H](C[C@H]2C[C@H]2C1)C1=C(C2=NC(=CC(=C2S1)NCC=1SC=CC1)Cl)Br